(S)-N-(5-(4-amino-7-methyl-5-(4-((4-methylpyrimidin-2-yl)oxy)phenyl)-7H-pyrrolo[2,3-d]pyrimidin-6-yl)-2,3-dihydro-1H-inden-1-yl)acrylamide NC=1C2=C(N=CN1)N(C(=C2C2=CC=C(C=C2)OC2=NC=CC(=N2)C)C=2C=C1CC[C@@H](C1=CC2)NC(C=C)=O)C